Cl.FC1(CNCCC1COC1=CC(=C2C(NC(=NC2=C1)CSC1CCOCC1)=O)F)F 7-((3,3-difluoropiperidin-4-yl)methoxy)-5-fluoro-2-(((tetrahydro-2H-pyran-4-yl)thio)methyl)quinazolin-4(3H)-one hydrochloride